[Mn].[Li].[Ni] nickel lithium-manganese